pentachlorophenyl α-chloroacrylate ClC(C(=O)OC1=C(C(=C(C(=C1Cl)Cl)Cl)Cl)Cl)=C